C12(CC(C1)(C2)COCCOCCOCCOCC(=O)OC(C)(C)C)COCCOCCOCCOCC(=O)OC(C)(C)C di-tert-butyl 1,1'-(bicyclo[1.1.1]pentane-1,3-diyl)bis(2,5,8,11-tetraoxatridecan-13-oate)